N-(3-methoxy-4-(1H-pyrrolo[2,3-b]pyridin-5-yl)phenyl)morpholine-4-carboxamide COC=1C=C(C=CC1C=1C=C2C(=NC1)NC=C2)NC(=O)N2CCOCC2